3-methoxy-N-((2S)-1-oxo-1-(6-(pyridin-3-yl)-5,6-dihydropyridin-1(2H)-yl)propan-2-yl)benzamide COC=1C=C(C(=O)N[C@H](C(N2CC=CCC2C=2C=NC=CC2)=O)C)C=CC1